4-chloro-10-(1-(3-hydroxypropyl)piperidin-4-yl)-7,7-dimethylindolo[1,2-a]quinazolin-5(7H)-one ClC=1C=2C(N=C3N(C2C=CC1)C1=CC(=CC=C1C3(C)C)C3CCN(CC3)CCCO)=O